C(C)(C)OC1=C(C=C2C(OC(OC2=O)C2=CC=CC=C2)=O)C=CC=C1 5-(2-Isopropoxybenzylidene)-2-phenyl-1,3-dioxane-4,6-dione